N-(4-Ethoxyphenyl)-N1-(3-methoxyphenyl)-6-pyrrolidin-1-yl-[1,3,5]triazine-2,4-diamine hydrochloride Cl.C(C)OC1=CC=C(C=C1)NC1N(C(=NC(=N1)N)N1CCCC1)C1=CC(=CC=C1)OC